S(C1=CC=CC=2C3=CC=CC=C3NC12)C1=CC=CC=2C3=CC=CC=C3NC12 thiobis-carbazole